[N+](=O)([O-])C1=C(C=CC(=C1)C(F)(F)F)C(CN)N (2-nitro-4-trifluoromethyl-phenyl)-ethane-1,2-diamine